BrC1=CC=C(C(=N1)C(F)F)OCC(CC1(CC1)C)(N)C 1-((6-bromo-2-(difluoromethyl)pyridin-3-yl)oxy)-2-methyl-3-(1-methylcyclopropyl)propane-2-Amine